dihydro-2H-quinazolin N1CNCC2=CC=CC=C12